2-chloro-5-[[5-(3,5-dichlorophenyl)-5-(trifluoromethyl)-4H-isoxazol-3-yl]amino]-N-(1-pyridazin-4-ylcyclopropyl)benzamide ClC1=C(C(=O)NC2(CC2)C2=CN=NC=C2)C=C(C=C1)NC1=NOC(C1)(C(F)(F)F)C1=CC(=CC(=C1)Cl)Cl